4-(trifluoromethyl)-benzoic acid FC(C1=CC=C(C(=O)O)C=C1)(F)F